CC1(CC1)C1=CC=C(C=C1)[C@]12CN(C[C@@H]2C1)C(=O)C1CC2(C1)NC(CC2)=O (2r,4r)-2-((1s,5r)-1-(4-(1-methylcyclopropyl)phenyl)-3-azabicyclo[3.1.0]hexane-3-carbonyl)-5-azaspiro[3.4]octan-6-one